BrC1=CC(=C(C(=C1)Cl)N1N=C2C(N=C(NC2=O)N2CCCC2)=N1)Cl 2-(4-bromo-2,6-dichloro-phenyl)-5-pyrrolidin-1-yl-6H-triazolo[4,5-d]pyrimidin-7-one